((2-(((3S,6S,9aS)-3-(3-(2-cyanopyridin-4-yl)azetidine-1-carbonyl)-5-oxooctahydro-1H-pyrrolo[1,2-a]azepin-6-yl)carbamoyl)benzo[b]thiophen-5-yl)fluoromethyl)phosphonic acid C(#N)C1=NC=CC(=C1)C1CN(C1)C(=O)[C@@H]1CC[C@H]2N1C([C@H](CCC2)NC(=O)C2=CC1=C(S2)C=CC(=C1)C(F)P(O)(O)=O)=O